1-(2,5-dimethoxy-4-propylphenyl)-4-fluorobutan-2-ol COC1=C(C=C(C(=C1)CCC)OC)CC(CCF)O